(3-chloro-1-bicyclo[1.1.1]pentyl)methylamine ClC12CC(C1)(C2)CN